FC1=C(CNC(OC(C)(C)C)=O)C=CC(=C1)C=1C=2N(C=C(N1)C=1C=NN(C1)C)N=CC2 tert-Butyl (2-fluoro-4-(6-(1-methyl-1H-pyrazol-4-yl)pyrazolo[1,5-a]pyrazin-4-yl)benzyl)carbamate